ON=C(C1=C(C(=CC=C1)[N+](=O)[O-])OC)N (L)-N'-hydroxy-2-methoxy-3-nitrobenzimidamide